ethyl 3-amino-6-chloro-2-(5-(methyl-d3)-1-(tetrahydro-2H-pyran-2-yl)-1H-indazol-4-yl)isonicotinate NC1=C(C(=O)OCC)C=C(N=C1C1=C2C=NN(C2=CC=C1C([2H])([2H])[2H])C1OCCCC1)Cl